(3S,4S)-4-(difluoromethyl)-1,3-dimethylpiperidine-3-carboxylic acid methyl ester COC(=O)[C@@]1(CN(CC[C@@H]1C(F)F)C)C